5-bromo-3-(cyanomethyl)picolinate BrC=1C=C(C(=NC1)C(=O)[O-])CC#N